NC1=NC=2C=C(C(=CC2C2=C1COC2)C(=O)N2C(CC[C@@H](C2)C)C=2C=CC1=C(CC3(CCN(CC3)C3COC3)O1)C2)F (4-amino-7-fluoro-1,3-dihydrofuro[3,4-c]quinolin-8-yl)((5S)-5-methyl-2-(1'-(oxetan-3-yl)-3H-spiro[benzofuran-2,4'-piperidin]-5-yl)piperidin-1-yl)methanone